(2,3-bis(methoxymethoxy)benzyloxy)isoindoline-1,3-dione COCOC1=C(CON2C(C3=CC=CC=C3C2=O)=O)C=CC=C1OCOC